BrC=1C=C2C(=NC1)NC=C2C(C2=C(C(=CC=C2Cl)NS(N(C)CC)(=O)=O)F)=O 5-bromo-3-[6-chloro-3-[[ethyl(methyl)sulfamoyl]amino]-2-fluoro-benzoyl]-1H-pyrrolo[2,3-b]pyridine